2-chloro-5-[[(1S,2R,3R,4R,5S)-2,3-dihydroxy-1-(hydroxymethyl)-6,8-dioxabicyclo[3.2.1]octan-4-yl]amino]pyridine-3-carbonitrile ClC1=NC=C(C=C1C#N)N[C@@H]1[C@H]([C@H]([C@@]2(CO[C@H]1O2)CO)O)O